C(CCCCCCCCCCCCCCCCCCCCCCCCCCCCCCCC)O ceromelissyl alcohol